C(C1=CC=CC=C1)N(CCC(=O)O)C=1SC(=C(N1)C1=CC(=C(C=C1)Cl)Cl)C=O 3-(benzyl-(4-(3,4-dichlorophenyl)-5-formylthiazol-2-yl)amino)propionic acid